trans-Ethyl 4-[[4-(tert-butoxycarbonylamino)cyclohexyl]amino]-6-chloro-pyridine-3-carboxylate C(C)(C)(C)OC(=O)N[C@@H]1CC[C@H](CC1)NC1=C(C=NC(=C1)Cl)C(=O)OCC